N1=C(C=CC=C1)SSCCC(=O)NC(C(=O)[O-])CCCC [3-(2-pyridyldithio)propionamido]hexanoate